ClC1=C(C=CC=C1)N1S(C2=C(NC1=O)C=C(C=C2)F)(=O)=O (2-chlorophenyl)-6-fluoro-2H-benzo[e][1,2,4]thiadiazin-3(4H)-one 1,1-dioxide